C(C)(C)(C)C1=CC=C(OCCCC(=O)O)C=C1 4-(4-(tert-butyl)phenoxy)butyric acid